1-(4-bromophenyl)-3-ethoxy-1,3-dioxopropan-2-ylbicyclo[2.2.2]octane-1-carboxylic acid ethyl ester C(C)OC(=O)C12C(CC(CC1)CC2)C(C(=O)C2=CC=C(C=C2)Br)C(=O)OCC